ClC1=NC=C(C=N1)N (2-chloro-pyrimidin-5-yl)-amine